C(C)(C)(C)C1=NN2C(N=C(C3=CC=CC=C23)OCC2=NC=CC=C2)=C1 (tert-butyl)-5-(pyridin-2-ylmethoxy)pyrazolo[1,5-a]quinazoline